N-cyclopentyl-8-methoxy-N-methyl-7-[3-(pyrrolidin-1-yl)propoxy]-1H,2H,3H-cyclopenta[c]quinolin-4-amine trifluoroacetate FC(C(=O)O)(F)F.C1(CCCC1)N(C1=NC=2C=C(C(=CC2C2=C1CCC2)OC)OCCCN2CCCC2)C